1-({8-fluoro-7-[(2-fluoro-4-iodophenyl)amino]imidazo[1,2-a]pyridin-6-yl}carbonyl)-3-[(1S)-1-(methylamino)ethyl]azetidin-3-ol FC=1C=2N(C=C(C1NC1=C(C=C(C=C1)I)F)C(=O)N1CC(C1)(O)[C@H](C)NC)C=CN2